(±)-6-Hydroxy-2,5,7,8-tetramethylchromane OC=1C(=C2CC[C@H](OC2=C(C1C)C)C)C |r|